NC=1C2=C(N=CN1)C(=NC(=C2)C2CC2)C=2C(=C(C=CC2C)O)C 3-(4-amino-6-cyclopropylpyrido[3,4-d]pyrimidin-8-yl)-2,4-dimethylphenol